sodium (S)-3-(3-(1,5-dimethyl-4-oxido-2-oxo-1,2-dihydropyridin-3-yl)ureido)-3-(2-methyl biphenyl-3-yl)propanoate CN1C(C(=C(C(=C1)C)[O-])NC(N[C@@H](CC(=O)[O-])C=1C(=C(C=CC1)C1=CC=CC=C1)C)=O)=O.[Na+].[Na+]